ClC1=C(C(=O)N[C@H]2[C@H]3CC[C@@H](C2)N3C#N)C=CC(=C1)OCC1(CC1)C#N 2-chloro-N-((1R,2R,4S)-7-cyano-7-azabicyclo[2.2.1]heptan-2-yl)-4-((1-cyanocyclopropyl)methoxy)benzamide